N-(4-fluoro-3-methylphenyl)-1,2,4-trimethyl-5-(2-((2-morpholino-2-oxoethyl)amino)-2-oxoacetyl)-1H-pyrrole-3-carboxamide FC1=C(C=C(C=C1)NC(=O)C1=C(N(C(=C1C)C(C(=O)NCC(=O)N1CCOCC1)=O)C)C)C